(2R)-3-methylbutan-2-yl 1-{3-[(6-{[6-(5-chloro-2-fluorophenyl)-3-[(2-hydroxyethoxy)methyl]pyridazin-4-yl]amino}pyrimidin-4-yl)carbamoyl]cyclobutyl}piperidine-4-carboxylate ClC=1C=CC(=C(C1)C1=CC(=C(N=N1)COCCO)NC1=CC(=NC=N1)NC(=O)C1CC(C1)N1CCC(CC1)C(=O)O[C@H](C)C(C)C)F